N1=C(N=CC2=CC=CC=C12)NC1CCC(CC1)N(C(C)=O)C1=CC=C(C=C1)N1CCN(CC1)CC1CN(CC1)C(=O)OC(C)(C)C tert-butyl 3-((4-(4-(N-((1r,4r)-4-(quinazolin-2-ylamino)cyclohexyl)acetamido)phenyl)piperazin-1-yl)methyl)pyrrolidine-1-carboxylate